FC1=C(C(=CC(=C1)C#CC=1C=NC=C(C1)F)F)NS(=O)(=O)C1=C(C(=CC=C1)F)C N-[2,6-difluoro-4-[2-(5-fluoro-3-pyridyl)ethynyl]phenyl]-3-fluoro-2-methyl-benzenesulfonamide